2,6-bis[4-(4-amino-α,α-dimethyl-benzyl)phenoxy]benzonitrile NC1=CC=C(C(C)(C)C2=CC=C(OC3=C(C#N)C(=CC=C3)OC3=CC=C(C=C3)C(C3=CC=C(C=C3)N)(C)C)C=C2)C=C1